5-O-Benzyl-L-Glutamic acid C(C1=CC=CC=C1)OC(CC[C@H](N)C(=O)O)=O